CC1(C(CCCC1)C)C 1,1,2-trimethylcyclohexane